CC=1C(=C(C(=O)NC2=CC(=CC=C2)NS(=O)(=O)C2=CC=CC=C2)C=CC1)[N+](=O)[O-] 3-methyl-2-nitro-N-(3-(phenylsulfonamido)phenyl)benzamide